(E)-N-(3-fluoro-4-(4-hydroxy-3-(1-(hydroxyimino)ethyl)phenoxy)phenyl)-1-(4-fluorophenyl)-6-methyl-2-oxo-1,2-dihydropyridine-3-carboxamide FC=1C=C(C=CC1OC1=CC(=C(C=C1)O)/C(/C)=N/O)NC(=O)C=1C(N(C(=CC1)C)C1=CC=C(C=C1)F)=O